ClC=1C=C(C=C(C1)Cl)SC1=CC(=CC=C1)SC1=CC(=CC(=C1)Cl)Cl 1,3-bis((3,5-dichlorophenyl)thio)benzene